1-{methyl[6-methyl-5-phenyl-2-(pyridin-2-yl)thieno[2,3-d]pyrimidin-4-yl]amino}propan-2-ol CN(CC(C)O)C=1C2=C(N=C(N1)C1=NC=CC=C1)SC(=C2C2=CC=CC=C2)C